C1(=CC=CC=C1)C(C)C cumen